morpholin-4-carbothioic acid amide N1(CCOCC1)C(N)=S